N-(2,6-dimethylphenyl)-2-((2-aminobenzyl)amino)acetamide CC1=C(C(=CC=C1)C)NC(CNCC1=C(C=CC=C1)N)=O